Cl\C(=C/C1=CN=C(N1C)C1=NN(C=C1S(=O)(=O)CC)C1=NC=CC=N1)\C(F)(F)F (Z)-2-(3-(5-(2-chloro-3,3,3-trifluoroprop-1-en-1-yl)-1-methyl-1H-imidazole-2-yl)-4-(ethylsulfonyl)-1H-pyrazol-1-yl)pyrimidine